COC1=CC=C(C=C1)NC1=C(C=NC2=CC=CC=C12)C(=O)OCC ethyl 4-[(4-methoxyphenyl)amino]-3-quinolinecarboxylate